ethyl 2-(4-(1-aminoethyl)-7-isopropyl-1-oxopyrrolo[1,2-d][1,2,4]triazin-2(1H)-yl)acetate NC(C)C1=NN(C(C=2N1C=C(C2)C(C)C)=O)CC(=O)OCC